4-isopropyl-1,1-biphenyl C(C)(C)C1=CC=C(C=C1)C1=CC=CC=C1